4-(Anisylideneamino)-cinnamic acid COC1=CC=C(C=C1)C=NC2=CC=C(C=C2)C=CC(=O)O